N-(2-hydroxyethyl)oleamide OCCNC(CCCCCCC\C=C/CCCCCCCC)=O